C(C)(C)[C@H]1CC[C@H](CC1)OC[C@@H]1N(CCC[C@@H]1NS(=O)(=O)C)C(=O)OCC ethyl cis-2-(((cis-4-isopropylcyclohexyl)oxy)methyl)-3-((methylsulfonyl)amino)piperidine-1-carboxylate